(1S,10R)-6-benzyloxy-4-[(2,4-difluorophenyl)methylcarbamoyl]-10-methyl-5,8-dioxo-2,9-diazatricyclo[7.4.1.02,7]tetradeca-3,6,11-triene-1-carboxylic acid C(C1=CC=CC=C1)OC=1C(C(=CN2[C@]3(CC=C[C@H](N(C(C12)=O)C3)C)C(=O)O)C(NCC3=C(C=C(C=C3)F)F)=O)=O